2-(4-(1-(5-acetyl-1-(tetrahydro-2H-pyran-4-yl)-4,5,6,7-tetrahydro-1H-pyrazolo[4,3-c]pyridin-3-yl)-7-(difluoromethyl)-1,2,3,4-tetrahydroquinolin-6-yl)-1H-1,2,3-triazol-1-yl)acetic acid C(C)(=O)N1CC2=C(CC1)N(N=C2N2CCCC1=CC(=C(C=C21)C(F)F)C=2N=NN(C2)CC(=O)O)C2CCOCC2